BrC1=CC(=C(C(=C1)F)N1N=CC(=C1)CCl)F 1-(4-bromo-2,6-difluoro-phenyl)-4-(chloromethyl)pyrazol